C(#N)C1=CC(=C(COC2=CC=CC(=N2)C=2C=NC(=NC2)CC(=O)O)C=C1)F 2-(5-(6-((4-cyano-2-fluorobenzyl)oxy)pyridin-2-yl)pyrimidin-2-yl)acetic acid